Cl.FC(C=1C(=C(C=CC1)[C@@H](C)N)F)F (R)-1-(3-difluoromethyl-2-fluorophenyl)ethylamine hydrochloride